OCC1C(CCCC1)C1C(=O)O1 (2-hydroxymethylcyclohexyl)acetolactone